3-[4-amino-5-(trifluoromethyl)pyrrolo[2,1-f][1,2,4]triazin-7-yl]-2-fluoro-N-[(3R,4S)-4-fluoro-1-[(2R)-3,3,3-trifluoro-2-hydroxy-2-methylpropanoyl]pyrrolidin-3-yl]benzamide NC1=NC=NN2C1=C(C=C2C=2C(=C(C(=O)N[C@@H]1CN(C[C@@H]1F)C([C@@](C(F)(F)F)(C)O)=O)C=CC2)F)C(F)(F)F